(2-(cyclopropanesulfonylamino)thiazol-4-yl)-N-(4-(6-methoxypyrazin-2-yl)phenyl)butanamide C1(CC1)S(=O)(=O)NC=1SC=C(N1)C(C(=O)NC1=CC=C(C=C1)C1=NC(=CN=C1)OC)CC